FC=1C=C(CCC2=NNC(=C2)C(=O)OC=2C=C(C(=O)OC=3C=C(C(=O)O)C=C(C3O)O)C=C(C2O)O)C=C(C1)F 3-((3-((3-(3,5-difluorophenethyl)-1H-pyrazole-5-carbonyl)oxy)-4,5-dihydroxybenzoyl)oxy)-4,5-dihydroxybenzoic acid